FC1=C(C(=CC=C1)C)N1CCC(CC1)N1C(N(C=2C(C1C)=NNC2)CC2=C(C=CC=C2)C(F)(F)F)=O 6-[1-(2-fluoro-6-methyl-phenyl)-piperidin-4-yl]-7-methyl-4-(2-trifluoromethyl-benzyl)-2,4,6,7-tetrahydro-pyrazolo[4,3-d]Pyrimidin-5-one